ClC=1C=C(C(=C(C1)B(O)O)F)C 5-CHLORO-2-FLUORO-3-METHYLPHENYLBORONIC ACID